(1S,2S)-N-(6-((6-cyclopropyl-8-(3-methyl-2,4-dioxoimidazolidin-1-yl)imidazo[1,2-a]pyridin-2-yl)methoxy)-4-methoxypyridin-2-yl)-2-(4-methylpyrimidin-2-yl)cyclopropane-1-carboxamide C1(CC1)C=1C=C(C=2N(C1)C=C(N2)COC2=CC(=CC(=N2)NC(=O)[C@@H]2[C@H](C2)C2=NC=CC(=N2)C)OC)N2C(N(C(C2)=O)C)=O